Benzyl N-methyl-N-[2-[(2S)-morpholin-2-yl]ethyl]carbamate CN(C(OCC1=CC=CC=C1)=O)CC[C@H]1CNCCO1